2-dehydro-d-gluconate O=C(C(=O)[C@@H](O)[C@H](O)[C@H](O)CO)[O-]